BrC1=C(C=C(C=C1)C(=O)N1CCC(CC1)(F)F)F (4-bromo-3-fluorophenyl)(4,4-difluoropiperidin-1-yl)methanone